ClC1=C(C=C(C=C1)N1N=CN=C1CNC(NCC1=NC=NN1CC1CC(OCC1)(C)C)=O)F 3-{[1-(4-chloro-3-fluorophenyl)-1H-1,2,4-triazol-5-yl]methyl}-1-({1-[(2,2-dimethyloxan-4-yl)methyl]-1H-1,2,4-triazol-5-yl}methyl)urea